3-Fluoro-N'-(1,2,3,5,6,7-hexahydro-s-indacen-4-ylcarbamoyl)-5-(2-hydroxypropan-2-yl)thiophene-2-sulfonimidamide FC1=C(SC(=C1)C(C)(C)O)S(=O)(N)=NC(NC1=C2CCCC2=CC=2CCCC12)=O